C(C=C)(=O)NC=1C=C(C(=NC1)C)NC(=O)C=1C=NN2C1C=NC(=C2)C=2C=NN(C2)C N-(5-acrylamido-2-methylpyridin-3-yl)-6-(1-methyl-1H-pyrazol-4-yl)pyrazolo[1,5-a]pyrazine-3-carboxamide